[C@H]12CC(C[C@H](CC1)N2)=CC=2N=NC(=CN2)C2=C(C=C(C=C2)N2C=NC=C2)O 2-(3-((E)-((1R,5S)-8-azabicyclo[3.2.1]octan-3-ylidene)methyl)-1,2,4-triazin-6-yl)-5-(1H-imidazol-1-yl)phenol